C(CCCCCCCCCCCCCCCCCCCCCCCCCCC(=O)N)CCCCCCCCCCCCCCCCCCCCCC(=O)N hexylenebisbehenamide